34-(piperidine-1-carbonyl)-18-(p-tolylmethyl)-9-[[2-(trifluoromethyl)phenyl]methyl]-1,4,7,10,13,16,19,22,25,28,31-undecazacyclotetratriacontane-2,5,8,11,14,17,20,23,26,29,32-undecone N1(CCCCC1)C(=O)C1CC(NCC(NCC(NCC(NCC(NC(C(NCC(NCC(NC(C(NCC(NCC(N1)=O)=O)=O)CC1=C(C=CC=C1)C(F)(F)F)=O)=O)=O)CC1=CC=C(C=C1)C)=O)=O)=O)=O)=O